C([C@]1(OC1([2H])[2H])[2H])([2H])([2H])[2H] |r| Racemic-2-(methyl-d3)oxirane-2,3,3-d3